2-{[(3S)-3-{3-[(4-chloro-2-fluorophenoxy)methyl]phenoxy}pyrrolidin-1-yl]methyl}-1-{[(2S)-oxetan-2-yl]methyl}-1H-1,3-benzodiazole-6-carboxylic acid ClC1=CC(=C(OCC=2C=C(O[C@@H]3CN(CC3)CC3=NC4=C(N3C[C@H]3OCC3)C=C(C=C4)C(=O)O)C=CC2)C=C1)F